5-(2-{[(1r,3s,5s)-1,5-dimethyl-8-azabicyclo[3.2.1]oct-3-yl](methyl)amino}[1,3]thiazolo[4,5-c]pyridin-6-yl)-2-methyl-2H-indazole-7-carbonitrile C[C@]12CC(C[C@](CC1)(N2)C)N(C=2SC1=C(C=NC(=C1)C1=CC3=CN(N=C3C(=C1)C#N)C)N2)C